FC1=CC=C(C=C1)C1(CCN(CC1)CC=1N=C(OC1C)C1=CC=C(C=C1)C1=CC=NC=C1)O 4-(4-fluorophenyl)-1-((5-methyl-2-(4-(pyridin-4-yl)phenyl)oxazol-4-yl)methyl)piperidin-4-ol